ClC=1C=C(C#N)C=C(C1)CO[C@@H](COCCCCCCCCCCCCCCCC)COC(C1=CC=CC=C1)(C1=CC=CC=C1)C1=CC=CC=C1 (S)-3-chloro-5-(((1-(hexadecyloxy)-3-(trityloxy)propan-2-yl)oxy)methyl)benzonitrile